CN1N=C(C(=C1)C1=CC=NC=C1)C1=CC=C(OCC2=NC3=CC=CC=C3CC2=O)C=C1 {4-[1-methyl-4-(pyridin-4-yl)-1H-pyrazol-3-yl]phenoxymethyl}quinolin-3(4H)-one